C1(CC1)O[C@@H]([C@H](NC(C(C(F)(F)F)(F)F)=O)C(=O)N1[C@@H]([C@H]2[C@H]3C=C[C@@H]([C@H]2C1)C3)C(=O)O)C (1S,3aR,4S,7R,7aS)-2-(O-cyclopropyl-N-(2,2,3,3,3-pentafluoropropanoyl)-L-threonyl)-2,3,3a,4,7,7a-hexahydro-1H-4,7-methanoisoindole-1-carboxylic acid